C(C)N1N=CC(=C1)C1=NC(=NO1)N1CCCC2=CC(=CC=C12)C=O 1-(5-(1-ethyl-1H-pyrazol-4-yl)-1,2,4-oxadiazol-3-yl)-1,2,3,4-tetrahydroquinoline-6-carbaldehyde